N1C=C(C2=CC=CC=C12)C[C@@H](C)NCC(C)(F)F (R)-3-((1-(1H-indol-3-yl)propan-2-yl)amino)-2,2-difluoropropan